3-chloro-N-[1-[2-(5-chloro-2-pyridinyl)-5-(6-chloro-3-pyridinyl)-1,2,4-triazol-3-yl]ethyl]-5-(trifluoromethoxy)benzamide ClC=1C=C(C(=O)NC(C)C=2N(N=C(N2)C=2C=NC(=CC2)Cl)C2=NC=C(C=C2)Cl)C=C(C1)OC(F)(F)F